N-(4-aminophenyl)picolinamide NC1=CC=C(C=C1)NC(C1=NC=CC=C1)=O